3-(5-(4-(piperidin-4-ylmethyl)piperazin-1-yl)pyridin-3-yl)piperidine-2,6-dionecarboxylate N1CCC(CC1)CN1CCN(CC1)C=1C=C(C=NC1)C1C(N(C(CC1)=O)C(=O)[O-])=O